1,4-xylene diisocyanate [N-]=C=O.[N-]=C=O.C1(=CC=C(C=C1)C)C